(5aR,5bS,7aS,10aS,10bR,12S,12aS)-12-hydroxy-2-(3-methoxyphenyl)-5a,7a-dimethyl-4,5,5a,5b,6,7,7a,9,10,10a,10b,11,12,12a-tetradecahydro-8H-cyclopenta[7,8]phenanthro[2,1-d]thiazol-8-one O[C@H]1C[C@H]2[C@H]3[C@](CC[C@@H]2[C@]2(CCC=4N=C(SC4[C@H]12)C1=CC(=CC=C1)OC)C)(C(CC3)=O)C